Chlorocarbonyl-(methyl)phosphinic acid ClC(=O)P(O)(=O)C